bis(4-(1-phenylethyl)phenyl)amine C1(=CC=CC=C1)C(C)C1=CC=C(C=C1)NC1=CC=C(C=C1)C(C)C1=CC=CC=C1